(Z)-N'-(3-(3-(3-(pentafluorosulfanyl)-5-(trifluoromethyl)phenyl)-1H-1,2,4-triazol-1-yl)acryloyl)tetrahydrofuran-2-carbohydrazide FS(C=1C=C(C=C(C1)C(F)(F)F)C1=NN(C=N1)\C=C/C(=O)NNC(=O)C1OCCC1)(F)(F)(F)F